CN1[C@@H]([C@H](CC1=O)C(=O)NCCCCC(=O)NCCOCCC(=O)OC(C)(C)C)C=1C=NC=CC1 tert-Butyl 3-(2-(5-((2S,3S)-1-methyl-5-oxo-2-(pyridin-3-yl)pyrrolidine-3-carboxamido)pentanamido)ethoxy)propanoate